diethyl (2-oxido-1,2,3-oxathiazolidin-3-yl)phosphonate O=S1OCCN1P(OCC)(OCC)=O